FC=1C=CC(=NC1)C1=NN2C(O[C@@H](CC2)C)=C1C1=C2C(=NC=C1)NN=C2 (R)-2-(5-Fluoro-2-pyridyl)-5-methyl-3-(1H-pyrazolo[3,4-b]pyridin-4-yl)-6,7-dihydro-5H-pyrazolo[5,1-b][1,3]oxazine